4-((1H-Indazol-5-yl)ethynyl)-N-((5-fluoropyridin-3-yl)methyl)-[2,4'-bipyrimidin]-2'-amine N1N=CC2=CC(=CC=C12)C#CC1=NC(=NC=C1)C1=NC(=NC=C1)NCC=1C=NC=C(C1)F